C1(CC1)C1=CC=CC2=C1NC(=NS2(=O)=O)NC2=CC=CC=C2 5-cyclopropyl-3-(phenylamino)-4H-benzo[e][1,2,4]thiadiazine 1,1-dioxide